3-[3-dimethylaminomethyl-4-hydroxy-1-(3-phenyl-propyl)-piperidin-4-yl]-benzamide hydrochloride Cl.CN(C)CC1CN(CCC1(O)C=1C=C(C(=O)N)C=CC1)CCCC1=CC=CC=C1